NC(C(=O)O)CCC1CNC1 2-amino-4-(azetidin-3-yl)butanoic acid